(E)-3-(4-(diethoxymethyl)phenyl)-1-(4-hydroxy-2,2-diphenylbenzo[d][1,3]dioxol-5-yl)prop-2-en-1-one C(C)OC(C1=CC=C(C=C1)/C=C/C(=O)C1=C(C2=C(OC(O2)(C2=CC=CC=C2)C2=CC=CC=C2)C=C1)O)OCC